Zirconium hydroxide acetate C(C)(=O)[O-].[OH-].[Zr+2]